4-(4-(trifluoromethoxy)phenyl)hexan-2-one FC(OC1=CC=C(C=C1)C(CC(C)=O)CC)(F)F